FC(C1=C(C=CC=C1)CN)(F)F (2-(trifluoromethyl)phenyl)methylamine